3-ethyl-urea C(C)NC(N)=O